3-Amino-4-(7-fluoro-1H-indazol-4-yl)-6-[3-(1-hydroxy-1-methyl-ethyl)cyclobutoxy]-7-methyl-1H-1,5-naphthyridin-2-one NC=1C(NC2=CC(=C(N=C2C1C1=C2C=NNC2=C(C=C1)F)OC1CC(C1)C(C)(C)O)C)=O